FC(CNC[C@@H](CC1=C(C(NC=N1)=O)O)C1=C(C=C(C=C1)C#CC1=CC=C(C=C1)CN1CCOCC1)F)F (S)-6-(3-((2,2-difluoroethyl)amino)-2-(2-fluoro-4-((4-(morpholinomethyl)phenyl)ethynyl)phenyl)propyl)-5-hydroxypyrimidin-4(3H)-one